FC(C=1C(=C(C=CC1)[C@@H](C)NC1=CC=NC2=CC=C(C=C12)[C@]1(CN(CC1)C(=O)N(C)C)OC)F)F (R)-3-(4-(((R)-1-(3-(difluoromethyl)-2-fluorophenyl)ethyl)amino)quinolin-6-yl)-3-methoxy-N,N-dimethylpyrrolidine-1-carboxamide